dimethylhexadecyl-[3-trimethoxysilylpropyl]ammonium chloride [Cl-].C[N+](CCC[Si](OC)(OC)OC)(CCCCCCCCCCCCCCCC)C